tert-Butyl 2-(5,6-diamino-1,3-dioxoisoindolin-2-yl)acetate NC=1C=C2C(N(C(C2=CC1N)=O)CC(=O)OC(C)(C)C)=O